(R)-2-methyl-N-[(2S)-4-methylpentane-2-yl]-2-propanesulfinamide CC(C)(C)[S@@](=O)N[C@@H](C)CC(C)C